3-(2-(4,4-difluoropiperidine-1-carbonyl)-9-fluoro-1,2,3,4-tetrahydro-[1,4]diazepino[6,7,1-hi]indol-7-yl)-4-(imidazo[1,2-a]pyridin-3-yl)-1H-pyrrole FC1(CCN(CC1)C(=O)N1CCN2C=C(C3=CC(=CC(=C23)C1)F)C1=CNC=C1C1=CN=C2N1C=CC=C2)F